CC[C@H](C)/C=C/C1=CC2=CC(=O)[C@@]3(C(=C(C(=O)O3)C(=O)[C@@H](C)[C@@H](C)O)C2=CO1)C The molecule is an azaphilone that is 6H-furo[2,3-h]isochromene-6,8(6aH)-dione substituted by a 3-hydroxy-2-methylbutanoyl group at position 9, a methyl group at position 6a and a 3-methylpent-1-en-1yl group at position 3. It has been isolated from Chaetomium globosum. It has a role as a Chaetomium metabolite. It is a gamma-lactone, an azaphilone, an enone, an organic heterotricyclic compound and a secondary alcohol.